ethyl 7H-indolo[7,1-fg][1,7]naphthyridine-10-carboxylate C1=CC=C2C=CN3C2=C1C=1C=C(C=NC1C3)C(=O)OCC